N-(2-hydroxy-3-(3-(bis(trimethylsilyloxy)-methylsilyl)propyloxy)propyl)acrylamide OC(CNC(C=C)=O)COCCC[Si](C)(O[Si](C)(C)C)O[Si](C)(C)C